1,1,9-triiodononane IC(CCCCCCCCI)I